CC=1C(=C(C(=CC1)C1=CC=CC=C1)C(=O)[O-])N(CCCC)C(=O)OC(C)(C)C methyl-((tert-butoxycarbonyl) (butyl) amino)-[1,1'-biphenyl]-2-carboxylate